(1R,3r,5S,6r)-3-(1-(4-methoxybenzyl)-5-(3-(methoxymethyl)-1-methyl-1H-pyrazole-5-carboxamido)-1H-pyrazol-3-yl)bicyclo[3.1.0]hexane-6-carboxylic acid COC1=CC=C(CN2N=C(C=C2NC(=O)C2=CC(=NN2C)COC)C2C[C@H]3C([C@H]3C2)C(=O)O)C=C1